(1S,2R)-2-((S)-8-([1,2,4]triazolo[4,3-a]pyridin-3-ylmethoxy)-5-bromo-1-((2-oxopyrrolidin-1-yl)methyl)-1,2,3,4-tetrahydroisoquinoline-2-carbonyl)cyclohexane-1-carboxylic acid N=1N=C(N2C1C=CC=C2)COC=2C=CC(=C1CCN([C@@H](C21)CN2C(CCC2)=O)C(=O)[C@H]2[C@H](CCCC2)C(=O)O)Br